α-(methoxyimino)-N-methyl-2-[[[1-[3-(trifluoromethyl)phenyl]ethoxy]imino]methyl]benzeneacetamide methyl-3-[bis[(4-methoxyphenyl)methyl]amino]-6-methyl-furo[2,3-b]pyrazine-2-carboxylate COC(=O)C=1N=C2C(=NC1N(CC1=CC=C(C=C1)OC)CC1=CC=C(C=C1)OC)OC(=C2)C.CON=C(C(=O)NC)C2=C(C=CC=C2)C=NOC(C)C2=CC(=CC=C2)C(F)(F)F